C[C@H]1CN(CC1)CC1=CC(=NC=C1)C=1C=C2CN(C(C2=CC1)=O)C1C(NC(CC1)=O)=O 3-(5-(4-(((R)-3-methylpyrrolidin-1-yl)methyl)pyridin-2-yl)-1-oxoisoindolin-2-yl)piperidine-2,6-dione